FC1=CC=C(C=C1)C1=C(CC2CCC(C1)N2)COC2=CC=C1CNC(C1=C2)=O (-)-6-{[4-(4-fluorophenyl)-9-azabicyclo[4.2.1]non-3-en-3-yl]methoxy}-2,3-dihydro-1H-isoindol-1-one